1-((2R,3S,4R,5S)-5-azido-3-fluoro-4-hydroxy-5-(iodomethyl)tetrahydrofuran-2-yl)-5-methylpyrimidine-2,4(1H,3H)-dione N(=[N+]=[N-])[C@]1([C@H]([C@@H]([C@@H](O1)N1C(NC(C(=C1)C)=O)=O)F)O)CI